3-cyanopropanoic acid C(#N)CCC(=O)O